ClCCNCCC[Si](OCC)(OCC)OCC N-(β-chloroethyl)-γ-aminopropyltriethoxysilane